N-(6-(5-ethyl-6-fluoro-1H-indazol-4-yl)imidazo[1,2-a]pyrazin-2-yl)-2-fluorocyclopropane-1-carboxamide C(C)C=1C(=C2C=NNC2=CC1F)C=1N=CC=2N(C1)C=C(N2)NC(=O)C2C(C2)F